(E)-3-(4-(8-((1R,3s,5S)-8-azabicyclo[3.2.1]octan-3-yl)-6-methyl-5,7-dioxo-5,6,7,8-tetrahydropyrimido[4,5-c]pyridazin-3-yl)-3-hydroxyphenyl)-N-methylacrylamide [C@H]12CC(C[C@H](CC1)N2)N2C(N(C(C1=C2N=NC(=C1)C1=C(C=C(C=C1)/C=C/C(=O)NC)O)=O)C)=O